3-(3-Chloro-4-fluorobenzyl)-1-(1-(6,7-difluoro-1-oxo-1,2-dihydroisoquinolin-4-yl)ethyl)-1-methylurea ClC=1C=C(CNC(N(C)C(C)C2=CNC(C3=CC(=C(C=C23)F)F)=O)=O)C=CC1F